6-(methoxymethoxy)nicotinoyl chloride COCOC1=NC=C(C(=O)Cl)C=C1